(+)-8-((1S,2S,3S)-3-hydroxy-2-methylcyclopentyl)-6-(methyl-d3)-2-((1-((methyl-d3)sulfonyl)piperidin-4-yl-3,3,4,5,5-d5)-amino)pyrido[2,3-d]pyrimidin-7(8H)-one O[C@@H]1[C@H]([C@H](CC1)N1C(C(=CC2=C1N=C(N=C2)NC2(C(CN(CC2([2H])[2H])S(=O)(=O)C([2H])([2H])[2H])([2H])[2H])[2H])C([2H])([2H])[2H])=O)C